NC=1C=CC(=C(OC2=NC(=NN3C2=CC=C3)NC=3C=NOC3)C1)F N-(4-(5-amino-2-fluorophenoxy)pyrrolo[2,1-f][1,2,4]triazin-2-yl)isoxazol-4-amine